C1(CCCCC1)C(CC(C)=O)=O 1-cyclohexylbutane-1,3-dione